N-cyclopropyl-3-methyl-4-((7-methyl-8-oxo-9-(tetrahydro-2H-pyran-4-yl)-8,9-dihydro-7H-purin-2-yl)amino)benzamide C1(CC1)NC(C1=CC(=C(C=C1)NC1=NC=C2N(C(N(C2=N1)C1CCOCC1)=O)C)C)=O